CS(=O)(=O)C=1C=NC=C(C(=O)N2[C@@H]3C[C@@H]3C[C@@H]2C(=O)O)C1 (1R,3R,5R)-2-(5-(methylsulfonyl)nicotinoyl)-2-azabicyclo[3.1.0]hexane-3-carboxylic acid